6-(8-fluoro-2-methylimidazo[1,2-a]pyridin-6-yl)-N-(2,2,6,6-tetramethylpiperidin-4-yl)[1,3]thiazolo[4,5-c]pyridin-2-amine FC=1C=2N(C=C(C1)C1=CC3=C(C=N1)N=C(S3)NC3CC(NC(C3)(C)C)(C)C)C=C(N2)C